C(C)(C)(C)OC(=O)N1CC[C@](CCC1)(C(=O)O)F (R)-1-tert-butoxycarbonyl-4-fluoro-azepane-4-carboxylic acid